BrC1=CC(=C(C=C1)SC)CCCl (4-bromo-2-(2-chloroethyl)phenyl)(methyl)sulfane